(R)-3-((R)-4-amino-2-(4-ethyl-2,3-dioxopiperazine-1-carboxamido)butanamido)-2-hydroxy-3,4-dihydro-2H-benzo[e][1,2]oxaborinine-8-carboxylic acid, trifluoroacetic acid salt FC(C(=O)O)(F)F.NCC[C@H](C(=O)N[C@@H]1B(OC2=C(C1)C=CC=C2C(=O)O)O)NC(=O)N2C(C(N(CC2)CC)=O)=O